(S)-7-((6-(((2,2-difluoroethyl)(methyl)amino)methyl)-5-(tetrahydrofuran-3-yl)pyridin-2-yl)amino)-4-(7-fluoroimidazo[1,2-a]pyridin-3-yl)isoindolin-1-one FC(CN(C)CC1=C(C=CC(=N1)NC=1C=CC(=C2CNC(C12)=O)C1=CN=C2N1C=CC(=C2)F)[C@H]2COCC2)F